vinyl-tris(isopropoxy)silane C(=C)[Si](OC(C)C)(OC(C)C)OC(C)C